C(C)OCC=1NC(=C(N1)C1=CC=CC=C1)C1=CC=CC=C1 2-(ethoxymethyl)-4,5-diphenyl-1H-imidazole